benzyl N-[3-(5-amino-1-ethyl-pyrazol-4-yl)propyl]-N-methyl-carbamate NC1=C(C=NN1CC)CCCN(C(OCC1=CC=CC=C1)=O)C